N[C@H](C(=O)OC(C)(C)C)CC=1N=C(OC1)Br tert-butyl (2S)-2-amino-3-(2-bromo-1,3-oxazol-4-yl)propanoate